OCC1OCCN(C1)CC(=O)N(C1=CC2=C(NC(=N2)C2=NNC=3C[C@@]4([C@H](CC23)C4)C)C=C1C)C 2-(2-(Hydroxymethyl)morpholino)-N-methyl-N-(6-methyl-2-((4aS,5aR)-5a-methyl-1,4,4a,5,5a,6-hexahydrocyclopropa[f]indazol-3-yl)-1H-benzo[d]imidazol-5-yl)acetamide